ClC=1C=C(CNC(C(C)(C)C=2C=NC(=CC2)OCC(F)F)=O)C=C(C1C1C(NC(CC1)=O)=O)F N-(3-chloro-4-(2,6-dioxopiperidin-3-yl)-5-fluorobenzyl)-2-(6-(2,2-difluoroethoxy)pyridin-3-yl)-2-methylpropanamide